4-(((2S,4R)-2-(((4-(aminomethyl)pyridin-2-yl)oxy)methyl)-4-cyclohexylpyrrolidin-1-yl)sulfonyl)thiomorpholine 1,1-dioxide NCC1=CC(=NC=C1)OC[C@H]1N(C[C@H](C1)C1CCCCC1)S(=O)(=O)N1CCS(CC1)(=O)=O